OC1=C(C(N(C=C1C)C)=O)NC(N[C@@H](CC(=O)O)C=1C=C(C=CC1)C1=CC(=CC=C1)OC)=O (S)-3-(3-(4-hydroxy-1,5-dimethyl-2-oxo-1,2-dihydropyridin-3-yl)ureido)-3-(3'-methoxybiphenyl-3-yl)propanoic acid